S(=O)(=O)(OC1=C2C=CNC2=CC=C1)O 1H-Indol-4-yl hydrogen sulfate